FC1=C(C(=CC=C1)F)C=1C=CC(=NC1)CN(C(=O)C1(CC1)C1=CC=C2C(NN=C(C2=C1)CNC(OC(C)(C)C)=O)=O)C1CCC=2C1=NC=CC2 tert-butyl ((7-(1-(((5-(2,6-difluorophenyl)pyridin-2-yl)methyl)(6,7-dihydro-5H-cyclopenta[b]pyridin-7-yl)carbamoyl)cyclopropyl)-4-oxo-3,4-dihydrophthalazin-1-yl)methyl)carbamate